3-[2-Ethyl-4-[2-methyl-4-[(E)-3-oxo-3-phenylprop-1-enyl]phenoxy]phenyl]propanoic acid C(C)C1=C(C=CC(=C1)OC1=C(C=C(C=C1)\C=C\C(C1=CC=CC=C1)=O)C)CCC(=O)O